OCCC(C(=O)O)=C.C(C=C)(=O)OCCO 2-hydroxyethyl Acrylate (Hydroxyethyl Acrylate)